C(CCCCCCCCCCC)[Si](OC)(OC)OC Dodecyltrimethoxylsilan